C(C)C1=C(C=C(C=C1F)F)CO (2-Ethyl-3,5-difluorophenyl)methanol